O1CCC(CC1)OC1=NC(=CC2=C1N(C=N2)C(C)C)C2=CC=C1C(=C2)N(C(C12CCN(CC2)C(=O)OC(C)(C)C)=O)C2CC(C2)N2CCCCC2 Tert-Butyl 6-[4-(Oxan-4-yloxy)-3-(Propan-2-yl)-3H-Imidazo[4,5-C]Pyridin-6-yl]-2-Oxo-1-[(1S,3S)-3-(Piperidin-1-yl)Cyclobutyl]-1,2-Dihydrospiro[Indole-3,4'-Piperidine]-1'-Carboxylate